N-[2-(4-formylcyclohexyl)-6-methoxy-indazol-5-yl]carbamic acid tert-butyl ester C(C)(C)(C)OC(NC1=CC2=CN(N=C2C=C1OC)C1CCC(CC1)C=O)=O